(4-((2,6-dichlorophenyl)ethynyl)benzyl)-3-methylazetidin-3-ol ClC1=C(C(=CC=C1)Cl)C#CC1=CC=C(CN2CC(C2)(O)C)C=C1